(3R)-N-(3-{5-cyclopentyl-2H-pyrazolo[3,4-b]pyridin-2-yl}-4-fluorophenyl)-3-fluoropyrrolidine-1-carboxamide C1(CCCC1)C1=CC=2C(N=C1)=NN(C2)C=2C=C(C=CC2F)NC(=O)N2C[C@@H](CC2)F